(Z)-S-(2-(N-((4-amino-2-methylpyrimidin-5-yl)methyl)formamido)-5-hydroxypent-2-en-3-yl) 4-bromonaphthalene-1-carbothioate BrC1=CC=C(C2=CC=CC=C12)C(S\C(=C(\C)/N(C=O)CC=1C(=NC(=NC1)C)N)\CCO)=O